1-((3-(5-(3,5-Difluoro-4-methylphenyl)-4,5-dihydro-1H-pyrazole-1-carbonyl)bicyclo[1.1.1]pentan-1-yl)methyl)-1H-indazole-5-carbonitrile FC=1C=C(C=C(C1C)F)C1CC=NN1C(=O)C12CC(C1)(C2)CN2N=CC1=CC(=CC=C21)C#N